ClC=1C2=C(N=CN1)N(C=C2)S(=O)(=O)C2=CC=C(C)C=C2 4-chloro-7-(4-toluenesulfonyl)-7H-pyrrolo[2,3-d]pyrimidine